[Se](=S)=S.[K] potassium-selenium disulfide